ClCC=1C(=C(C=NC1)NC1C(NC(CC1)=O)=O)F 3-((5-(chloromethyl)-4-fluoropyridin-3-yl)amino)piperidine-2,6-dione